1-[(2-fluoro-3-nitro-phenyl)methylsulfonyl]piperidin-4-one FC1=C(C=CC=C1[N+](=O)[O-])CS(=O)(=O)N1CCC(CC1)=O